2-[2-hydroxyethyl-[6-[(4-methoxyphenyl)methylamino]-9-propan-2-ylpurin-2-yl]amino]ethanol OCCN(CCO)C1=NC(=C2N=CN(C2=N1)C(C)C)NCC1=CC=C(C=C1)OC